C(C)(C)(C)OC(=O)N1C[C@H](CC1)CC1=NC(=NO1)C=1C=NC=C(C1)[C@](C1=CC=C(C=C1)C(C)C)(O)C1(CN(C1)C)C (R)-3-(3-{5-[(R)-(1,3-Dimethyl-azetidin-3-yl)-hydroxy-(4-isopropyl-phenyl)-methyl]-pyridin-3-yl}-[1,2,4]oxadiazol-5-ylmethyl)-pyrrolidine-1-carboxylic acid tert-butyl ester